OC(CNC(O[C@H]1C[C@H](CC1)C1=CC(=NN1)NC(CC1=CC(=CC(=C1)F)F)=O)=O)CC (1R,3S)-3-(3-{[(3,5-difluorophenyl)acetyl]amino}-1H-pyrazol-5-yl)cyclopentyl [(2ξ)-2-hydroxybutyl]carbamate